7-[(2-thiopheneacetyl)amino]-5-thia-1-azabicyclo[4.2.0]oct-2-ene-2-carboxylic acid 2-diethylaminoethyl ester hydrochloride Cl.C(C)N(CCOC(=O)C=1N2CC(C2SCC1)NC(CC=1SC=CC1)=O)CC